N=1NC(=CC1)O 2H-pyrazol-3-ol